SCCCCCCCCS 1,8-dimercaptooctane